6-pentyl-2,4-diamino-1,3,5-triazine C(CCCC)C1=NC(=NC(=N1)N)N